2-(3-methyl-2-((1r,4S)-4-(trifluoromethoxy)cyclohexyl)phenyl)acetic acid CC=1C(=C(C=CC1)CC(=O)O)C1CCC(CC1)OC(F)(F)F